6-(5-chloropyridinyl)-8-(1-methyl-1H-pyrazol-4-yl)-[1,2,4]triazolo[1,5-a]pyrazin-2-amine ClC=1C=CC(=NC1)C=1N=C(C=2N(C1)N=C(N2)N)C=2C=NN(C2)C